tert-butyl 4-(2,3-dichloro-6-methoxyphenyl)piperidine-1-carboxylate ClC1=C(C(=CC=C1Cl)OC)C1CCN(CC1)C(=O)OC(C)(C)C